NC1=C2N(C(N(C2=NC=N1)C1CN(CC1)C(C#CC)=O)=O)C1=CC=C(C=C1)OC1=CC=CC=C1 6-amino-9-[1-(2-butynoyl)-3-pyrrolidinyl]-7-(4-phenoxyphenyl)-7,9-dihydro-8H-purin-8-one